FC1=C2C[C@H](COC2=C(C(=C1)[C@H]1[C@H](CNCC1)O)F)NC(=O)C1=CC2=C(N=N1)N(C=C2)CC N-((R)-5,8-difluoro-7-((3R,4S)-3-hydroxypiperidin-4-yl)chroman-3-yl)-7-ethyl-7H-pyrrolo[2,3-c]pyridazine-3-carboxamide